C1(=CC=CC=C1)CCC(CC(=O)[O-])C 5-phenyl-3-methylpentanoate